C(#N)C1(CCC(CC1)=CC(C)(S(=O)N)C)C(F)(F)F (4-cyano-4-(trifluoromethyl)cyclohexylidene)-2-methylpropane-2-sulfinamide